C(C)C=1C(C2=C(C=CC(=C2C(C1CC1=NC(=C(C=C1)C(F)(F)F)F)=O)F)F)=O ethyl-5,8-difluoro-3-((6-fluoro-5-(trifluoromethyl)pyridin-2-yl)methyl)naphthalene-1,4-dione